2-hexene CC=CCCC